3-(9-ethyl-6-(((1-methyl-1H-benzo[d]imidazol-2-yl)amino)methyl)-9H-carbazol-3-yl)phenol C(C)N1C2=CC=C(C=C2C=2C=C(C=CC12)C=1C=C(C=CC1)O)CNC1=NC2=C(N1C)C=CC=C2